3-(9-bromo-5,6-dihydrobenzo[f]imidazo[1,2-d][1,4]oxazepin-2-yl)-4-(difluoromethyl)thiazolidin-2-one BrC1=CC2=C(C=3N(CCO2)C=C(N3)N3C(SCC3C(F)F)=O)C=C1